8-(trifluoromethyl)-1,4-dioxaspiro[4.5]decane-8-carbonitrile FC(C1(CCC2(OCCO2)CC1)C#N)(F)F